CN(/C=C/C#N)C (E)-3-(dimethylamino)acrylonitrile